OC[C@@H]1[C@@H]([C@@H]2CN(CCCN12)C(=O)NC1=CC=C(C=C1)OC)C1=CC=C(C=C1)C#CC1=CC=CC=C1 (7R,8R,9S)-9-(hydroxymethyl)-N-(4-methoxyphenyl)-8-[4-(2-phenylethynyl)phenyl]-1,5-diazabicyclo[5.2.0]nonane-5-carboxamide